ClC1=CC(=CC(=N1)N1C(C2=CC(=CC=C2C1)[C@H](CC1=NN=CN1C)C)=O)CNCC1CC1 (S)-2-(6-Chloro-4-(((cyclopropylmethyl)amino)methyl)pyridin-2-yl)-6-(1-(4-methyl-4H-1,2,4-triazol-3-yl)propan-2-yl)isoindolin-1-one